tetra-ethylene glycol dibutyl ether C(CCC)OCCOCCOCCOCCOCCCC